(5S,7R)-5-(3,5-difluorophenyl)-2-(3-fluorobicyclo[1.1.1]pentan-1-yl)-7-hydroxy-2,5,6,7-tetrahydro-3H-pyrrolo[2,1-c][1,2,4]triazol-3-one FC=1C=C(C=C(C1)F)[C@@H]1C[C@H](C2=NN(C(N21)=O)C21CC(C2)(C1)F)O